N-((5-(1-methyl-1H-pyrazol-5-yl)pyridin-2-yl)methyl)-5,6,7,8-tetrahydroquinolin-8-amine CN1N=CC=C1C=1C=CC(=NC1)CNC1CCCC=2C=CC=NC12